(R)-(4-Benzyl-7-azabicyclo[2.2.1]heptan-1-yl)(3-fluorophenyl)methanol C(C1=CC=CC=C1)C12CCC(CC1)(N2)[C@H](O)C2=CC(=CC=C2)F